C(=O)(C=C)NC(=O)N N-acryl-urea